3-chloro-5,6,7,8-tetrahydropyrido[3,4-c]Pyridazine hydrochloride Cl.ClC1=CC2=C(N=N1)CNCC2